2-(4,5-diphenyloxazol-2-yl)sulfanyl-N-(2-methoxy-1-methyl-ethyl)acetamide C1(=CC=CC=C1)C=1N=C(OC1C1=CC=CC=C1)SCC(=O)NC(COC)C